tert-Butyl (3R,4S)-4-hydroxy-3-(4-(methoxycarbonyl)phenyl)piperidine-1-carboxylate O[C@@H]1[C@@H](CN(CC1)C(=O)OC(C)(C)C)C1=CC=C(C=C1)C(=O)OC